3-pentyloctyl 9-[4-(dimethylamino)-N-{6-fluoro-7-oxo-7-[(3-pentyloctyl)oxy]heptyl}butanamido]-2-fluorooctadecanoate CN(CCCC(=O)N(CCCCCC(C(OCCC(CCCCC)CCCCC)=O)F)C(CCCCCCC(C(=O)OCCC(CCCCC)CCCCC)F)CCCCCCCCC)C